CC1=CC=C(C=C1)S(=O)(=O)[O-] 4-methylbenzenesulphonate